(2-hydroxy-2-methylpropyloxy)phenol OC(COC1=C(C=CC=C1)O)(C)C